(R)-3-(3-chloro-4-fluorophenyl)-1-(1-(6,7-difluoro-2-methyl-1-oxo-1,2-dihydroisoquinolin-4-yl)ethyl)-1-methyl-urea ClC=1C=C(C=CC1F)NC(N(C)[C@H](C)C1=CN(C(C2=CC(=C(C=C12)F)F)=O)C)=O